ClC1=CC=C(C=C1)NC(=O)NC1=CC(=C(C=C1)OCCCN(C)C)C=1N(N=CC1F)C 1-(4-Chloro-phenyl)-3-[4-(3-dimethylamino-propoxy)-3-(4-fluoro-2-methyl-2H-pyrazol-3-yl)-phenyl]-urea